FC1=C(C=CC=C1C(F)(F)F)[C@@H]1N(OCC1)C1=CC(=NC=N1)NC=1C(=CC(=C(C1)NC(C=C)=O)N1C[C@@H](OCC1)C)OC N-(5-((6-((R)-3-(2-fluoro-3-(trifluoromethyl)phenyl)isoxazolidin-2-yl)pyrimidin-4-yl)amino)-4-methoxy-2-((S)-2-methylmorpholino)phenyl)acrylamide